Tert-butyl (R)-4-(4-(5-(1-(3-(1H-pyrazol-1-yl)propanoyl)piperidin-3-yl)-2-(dimethylcarbamoyl)-4-fluorobenzofuran-7-yl)phenyl)piperazine-1-carboxylate N1(N=CC=C1)CCC(=O)N1C[C@H](CCC1)C=1C=C(C2=C(C=C(O2)C(N(C)C)=O)C1F)C1=CC=C(C=C1)N1CCN(CC1)C(=O)OC(C)(C)C